C(C)(=O)OC\C=C/CCCCCCCCC\C=C\CCCC (Z,E)-2,13-Octadecadienyl acetate